N-(2-(1-((3-azaspiro[5.5]undec-9-yl)methyl)piperidin-4-yl)-6-methoxy-2H-indazol-5-yl)-6-(trifluoro-methyl)pyridinecarboxamide C1CNCCC12CCC(CC2)CN2CCC(CC2)N2N=C1C=C(C(=CC1=C2)NC(=O)C2=NC(=CC=C2)C(F)(F)F)OC